C(C)N(C(=O)[C@H]1CN([C@@H]2CC=3C4=C(C2=C1)C=CC=C4NC3)CC3=CC(=NC=C3)OC)CC (6aR,9R)-N,N-diethyl-7-((2-methoxypyridin-4-yl)methyl)-4,6,6a,7,8,9-hexahydroindolo[4,3-fg]quinoline-9-carboxamide